[3-(dimethylamino) propyl]-6-(5-{[(10Z)-1-oxooctadec-9-enyl] oxy} pentyl)-13-methyl-8-oxo-9,13-diaza-7-oxatetradec-1-yl (10Z)-octadec-9-enoate C(CCCCCCC\C=C/CCCCCCCC)(=O)OCCCCCC(OC(NCCCN(CCCCN(C)C)C)=O)CCCCCOC(CCCCCCC\C=C/CCCCCCCC)=O